tert-butyl (R)-3-(4-(bis(4-methoxybenzyl)amino)-2-oxo-3-(4-phenoxyphenyl)-2,3-dihydro-1H-imidazo[4,5-c]pyridin-1-yl)piperidine-1-carboxylate COC1=CC=C(CN(C2=NC=CC3=C2N(C(N3[C@H]3CN(CCC3)C(=O)OC(C)(C)C)=O)C3=CC=C(C=C3)OC3=CC=CC=C3)CC3=CC=C(C=C3)OC)C=C1